5-(5-(3,5-dichlorophenyl)-5-(trifluoromethyl)-4,5-dihydroisoxazol-3-yl)-5,6-dihydro-4H-thieno[2,3-c]pyrrole-2-carboxamide ClC=1C=C(C=C(C1)Cl)C1(CC(=NO1)N1CC2=C(C1)C=C(S2)C(=O)N)C(F)(F)F